morpholine-3-carboxylate N1C(COCC1)C(=O)[O-]